C(C)(C)(C)OCC1=CC(=NO1)CNC(=O)[C@H]1N(C[C@@H](C1)O)C([C@H](C(C)(C)C)N1N=NC(=C1)C1CC1)=O (2S,4R)-N-[[5-(tert-butoxymethyl)isoxazol-3-yl]methyl]-1-[(2S)-2-(4-cyclopropyltriazol-1-yl)-3,3-dimethyl-butanoyl]-4-hydroxy-pyrrolidine-2-carboxamide